(S)-2-((2-amino-7-fluoropyrido[3,2-d]pyrimidin-4-yl)amino)pentan-1-ol NC=1N=C(C2=C(N1)C=C(C=N2)F)N[C@H](CO)CCC